(E)-dodec-Z-enal C(\C=C\CCCCCCCCC)=O